Cl.C[C@]1(C(NC(CC1)=O)=O)C=1C=CC(=NC1)NC(C)=O N-(5-((R)-3-methyl-2,6-dioxopiperidin-3-yl)pyridin-2-yl)acetamide hydrochloride